FC1=C(C(=C2C=CNC2=C1)/C=C/C(=O)O)OC1=CC(=C(C=C1)F)C=1NC(=CN1)C(C)(CCS(=O)(=O)CCNC)C1=CC(=CC=C1)I (E)-3-(6-Fluoro-5-(4-fluoro-3-(5-(2-(3-iodophenyl)-4-((2-(methylamino)ethyl)sulfonyl)butan-2-yl)-1H-imidazol-2-yl)phenoxy)-1H-indol-4-yl)acrylic acid